ClC=1C(=NC(=NC1)NC1CCOCC1)C1=CC=C2CN(C(C2=C1)=O)CCOC(C)(C)C1=CC=CC=C1 6-{5-chloro-2-[(oxan-4-yl)amino]pyrimidin-4-yl}-2-{2-[(2-phenylpropan-2-yl)oxy]ethyl}-2,3-dihydro-1H-isoindol-1-one